(R)-N-((R)-6-amino-1-(4-(N-methylcinnamamido)piperidin-1-yl)-1-oxohexan-2-yl)-2-((R)-2-amino-3-phenylpropylamino)-4-methylpentanamide hydrochloride Cl.NCCCC[C@H](C(=O)N1CCC(CC1)N(C(C=CC1=CC=CC=C1)=O)C)NC([C@@H](CC(C)C)NC[C@@H](CC1=CC=CC=C1)N)=O